N-(2-carbamoyl-4-chloro-6-methyl-phenyl)-2-(3-chloro-2-pyridyl)-5-[[4-(trifluoromethyl)triazol-1-yl]methyl]pyrazole-3-carboxamide C(N)(=O)C1=C(C(=CC(=C1)Cl)C)NC(=O)C=1N(N=C(C1)CN1N=NC(=C1)C(F)(F)F)C1=NC=CC=C1Cl